3-fluoro-4-(4-methyl-1-piperazinyl-phenylamino)-4-((1s,4s)-4-(hydroxymethyl)cyclohexylamino)-5-(4-fluorobenzoyl)-7H-pyrrolo[2,3-d]pyrimidine FN1C=NC2=C(C1(NC1CCC(CC1)CO)NC1(CC=C(C=C1)C)N1CCNCC1)C(=CN2)C(C2=CC=C(C=C2)F)=O